C(C(C)C)N1[C@H](CN(CC1)CC1=CC=2N(C=C1)N=CC2N2C(NC(C(=C2)C)=O)=O)C (S)-1-(5-((4-isobutyl-3-methylpiperazin-1-yl)methyl)pyrazolo[1,5-a]pyridin-3-yl)-5-methylpyrimidine-2,4(1H,3H)-dione